C([C@H]([C@@H]([C@@H]([C@H](C(=O)O)O)O)O)O)O The molecule is a galactonic acid compound having D-configuration. It is a conjugate acid of a D-galactonate. It is an enantiomer of a L-galactonic acid.